1-(methoxymethoxy)-3-(trifluoromethoxy)benzene COCOC1=CC(=CC=C1)OC(F)(F)F